B(O)(O)O.F/C(=C(/C(=O)O)\F)/C(=O)O difluoro(maleic acid) borate